2-((1-(3,6-dimethyl-2-((1R,5S,6R)-6-((S)-2-methylpyrrolidine-1-carbonyl)-3-azabicyclo[3.1.0]hexan-3-yl)-4-oxo-3,4-dihydroquinazolin-8-yl)ethyl)amino)benzoic acid CN1C(=NC2=C(C=C(C=C2C1=O)C)C(C)NC1=C(C(=O)O)C=CC=C1)N1C[C@H]2C([C@H]2C1)C(=O)N1[C@H](CCC1)C